3-(3-(hydroxymethyl)bicyclo[1.1.1]Pentan-1-yl)acrylic acid ethyl ester C(C)OC(C=CC12CC(C1)(C2)CO)=O